((1-propenylpiperidin-4-yl)amino)-1H-pyrrolo[2,3-b]pyridine-3-carboxylic acid ethyl ester C(C)OC(=O)C1=CN(C2=NC=CC=C21)NC2CCN(CC2)C=CC